N-(6-(pyrrolidin-3-yl)pyridazin-3-yl)-2-(3-(trifluoromethoxy)phenyl)acetamide N1CC(CC1)C1=CC=C(N=N1)NC(CC1=CC(=CC=C1)OC(F)(F)F)=O